(4-(bis(4-methoxybenzyl)amino)-2-butoxyimidazo[2,1-f][1,2,4]triazin-7-yl)(5-methoxypyridin-2-yl)methanol COC1=CC=C(CN(C2=NC(=NN3C2=NC=C3C(O)C3=NC=C(C=C3)OC)OCCCC)CC3=CC=C(C=C3)OC)C=C1